CC1=C(C(=O)C2=C(C1=O)C=CC=C2O)Cl chloroplumbagin